5-(((3-bromo-2-methoxypyridin-4-yl)amino)methylene)-2,2-dimethyl-1,3-dioxane-4,6-dione BrC=1C(=NC=CC1NC=C1C(OC(OC1=O)(C)C)=O)OC